N-(5-cyano-6-(2H-1,2,3-triazol-2-yl)pyridin-3-yl)-N'-(4-(1-methoxyethyl)-6-(trifluoromethyl)-1,5-naphthyridin-3-yl)urea C(#N)C=1C=C(C=NC1N1N=CC=N1)NC(=O)NC=1C=NC2=CC=C(N=C2C1C(C)OC)C(F)(F)F